FC1(C[C@H](NC1=O)COC1=NC=C(C2=CC(=C(C=C12)OC(C)C)C(=O)N)C#CC1(CCN(CC1)C)O)F (S)-1-((4,4-difluoro-5-oxopyrrolidin-2-yl)methoxy)-4-((4-hydroxy-1-methylpiperidin-4-yl)ethynyl)-7-isopropoxyisoquinoline-6-carboxamide